F[C@@H]1C[C@@]2(CCCN2C1)COC1=NC2C=C(N=CC2C=C1CC#N)C1=CC=CC=2CCCCC12 (((2R,7aS)-2-fluorotetrahydro-1H-pyrrolizin-7a(5H)-yl)methoxy)-7-(5,6,7,8-tetrahydronaphthalen-1-yl)-4a,8a-dihydro-1,6-naphthyridine-3-acetonitrile